6-(2-isopropyl-6-methylphenyl)-N-(4-(4-methylpiperazin-1-yl)phenyl)pyrimido[5,4-c][2,6]naphthyridin-2-amine C(C)(C)C1=C(C(=CC=C1)C)C1=NC2=C(C=3C=NC=CC13)N=C(N=C2)NC2=CC=C(C=C2)N2CCN(CC2)C